C(CCCCCCCCC(=O)[O-])(=O)[O-].[Li+].CC1(CC2=CC=CC=C2)C(C(=C(C(=C1C1=CC(=C(C(=C1)C(C)(C)C)O)C(C)(C)C)C)C1=CC(=C(C(=C1)C(C)(C)C)O)C(C)(C)C)C)C1=CC(=C(C(=C1)C(C)(C)C)O)C(C)(C)C.[Li+] 1,3,5-trimethyl-2,4,6-tris(3,5-di-tert-butyl-4-hydroxyphenyl)benzylbenzene Lithium sebacat